FC=1C=C(C=C(C1)F)C1CC=NN1C(=O)C1CC2C(CN(C2)C2=NC=CC(=N2)C(=O)N)C1 2-(5-(5-(3,5-difluorophenyl)-4,5-dihydro-1H-pyrazole-1-carbonyl)hexahydrocyclopenta[c]pyrrol-2(1H)-yl)pyrimidine-4-carboxamide